(4-fluorophenyl)(8-methyl-3-(4-methylthiazol-2-yl)-5,6-dihydroimidazo[1,5-a]pyrazine-7(8H)-yl)methanone FC1=CC=C(C=C1)C(=O)N1C(C=2N(CC1)C(=NC2)C=2SC=C(N2)C)C